N-[6-(3-chlorophenoxy)-5-sulfamoylpyridin-3-yl]-2-(2-fluorophenyl)acetamide ClC=1C=C(OC2=C(C=C(C=N2)NC(CC2=C(C=CC=C2)F)=O)S(N)(=O)=O)C=CC1